2-[(1-methyl-1H-pyrazol-4-yl)oxy]-1,5-naphthyridine CN1N=CC(=C1)OC1=NC2=CC=CN=C2C=C1